2-{3-[(3S)-3-cyclopropylpiperazin-1-yl]-1,2,4-triazin-6-yl}-5-(1H-pyrazol-4-yl)phenol C1(CC1)[C@H]1CN(CCN1)C=1N=NC(=CN1)C1=C(C=C(C=C1)C=1C=NNC1)O